4-[4-(2,6-Dioxopiperidin-3-yl)-2-oxopyridin-1-yl]piperidine-1-carboxylic acid tert-butyl ester C(C)(C)(C)OC(=O)N1CCC(CC1)N1C(C=C(C=C1)C1C(NC(CC1)=O)=O)=O